CC1=C(C=CC=C1/C=C/C(=O)OCC)C1=CC=CC=C1 ethyl (E)-3-(2-methylbiphenyl-3-yl)acrylate